COC(=O)C=1C(NN=C(C1)C1=CC=C(C=C1)CF)=O 6-[4-(fluoromethyl)phenyl]-3-oxo-2,3-dihydropyridazine-4-carboxylic acid methyl ester